C(CCC)OC(C=1C(C(=O)O)=CC=CC1)=O.CCCCC(CCC)C=1C=CSC1 4-(5-octyl)thiophene n-butyl-phthalate